N(=C=S)C1=CC=C(C=C1)C1=CC=C(C=C1)N=C=S 4,4'-Diisothiocyano-1,1'-biphenyl